O1C(CNCCC1)COC1=CC=C(C=C1)C=1C=C(C(NC1C(F)(F)F)=O)C(=O)N 5-(4-((1,4-oxaazepan-2-yl)methoxy)phenyl)-2-oxo-6-(trifluoromethyl)-1,2-dihydropyridine-3-carboxamide